NCC1CC(CCC1)CCN 2-(3-(aminomethyl)cyclohexyl)ethylamine